C(C)OC(=O)C=1C=C(C=C2C1N=C(S2)C[C@@H]([C@@H](C2=CC(=C(C(=C2)OC)C)OC)O[Si](C)(C)C(C)(C)C)OCC(C)C)C ((2S,3R)-3-((tert-Butyldimethylsilyl)oxy)-3-(3,5-dimethoxy-4-methylphenyl)-2-isobutoxypropyl)-6-methylbenzo[D]thiazole-4-carboxylic acid ethyl ester